1-((benzyl-oxy)carbonyl)-2-methylpyrrolidine-2-carboxylic acid C(C1=CC=CC=C1)OC(=O)N1C(CCC1)(C(=O)O)C